6-oxo-7-oxa-5-azaspiro[3.4]octane-2-carboxylic acid O=C1NC2(CC(C2)C(=O)O)CO1